COC=1C=C(N(CCNC(C)C)C2=CC=C3N=CC=NC3=C2)C=C(C1)OC 7-[3,5-Dimethoxy-N-[2-(propan-2-ylamino)ethyl]anilino]quinoxalin